C(C=C)N(N)C(=O)OC(C)(C)C tert-butyl 1-allylhydrazine-1-carboxylate